FC(C)(F)C1=NC(=CC(=N1)NC1=CC(=NC=C1OCC1=NC=CC=C1OC)NC(C)=O)C N-(4-((2-(1,1-difluoroethyl)-6-methylpyrimidin-4-yl)amino)-5-((3-methoxypyridin-2-yl)methoxy)pyridin-2-yl)acetamide